(2S)-2-({4-[(3,5-dichlorophenyl)methyl]morpholin-2-yl}formamido)-4-methylpentanoic acid ClC=1C=C(C=C(C1)Cl)CN1CC(OCC1)C(=O)N[C@H](C(=O)O)CC(C)C